C(C)(C)NC(=O)C=1SC(=CC1)C1=CC=C(C=C1)C(NC1=CC=CC=C1)=O N-isopropyl-5-(4-(phenylcarbamoyl)phenyl)thiophene-2-carboxamide